C(C1=C(C(=C(C(=C1F)Cl)N)Cl)F)F 4-amino-3,5-dichlorotrifluorotoluene